FC=1C2=C(C(=NC1)C)CC(C2)C(=O)O 4-fluoro-1-methyl-6,7-dihydro-5H-cyclopenta[c]pyridine-6-carboxylic acid